Ethyl 2-(2-chloropyridin-4-yl)-2,3-dimethylbutyrate ClC1=NC=CC(=C1)C(C(=O)OCC)(C(C)C)C